ClC=1C=C(C=C(C1F)Cl)C1(CC(=NO1)C1=CC=C(C2=C1C=CO2)CNC(C)=O)C(F)(F)F N-[[4-[5-(3,5-dichloro-4-fluorophenyl)-4,5-dihydro-5-(trifluoromethyl)-3-isoxazolyl]-7-benzofuranyl]methyl]acetamide